CN1C2=CC=CC=C2C=2C=C(C=CC12)S(=O)(=O)NC1=C(C=CC=C1)C#CC=1C=CC(=NC1)C(=O)O 5-{2-[2-(9-methyl-9H-carbazole-3-sulfonamido)phenyl]ethynyl}pyridine-2-carboxylic acid